ClC1=C(C=CC(=C1)C(F)(F)F)N1C(SC2=C1C=CC(=C2)S(=O)(=O)Cl)=O 3-(2-chloro-4-(trifluoromethyl)phenyl)-benzothiazol-2(3H)-one-6-sulfonyl chloride